tert-Butyl (1-(2-amino-6-(1-(difluoromethyl)-1H-pyrazol-4-yl)pyrimidin-4-yl)azetidin-3-yl)(methyl)carbamate NC1=NC(=CC(=N1)N1CC(C1)N(C(OC(C)(C)C)=O)C)C=1C=NN(C1)C(F)F